methyl 3-(4-methoxyphenyl)bicyclo[1.1.1]pentane-1-carboxylate COC1=CC=C(C=C1)C12CC(C1)(C2)C(=O)OC